nonylsuccinic anhydride C(CCCCCCCC)C1C(=O)OC(C1)=O